The molecule is a quinate that is the conjugate base of 1,3-dicaffeoylquinic acid. It has a role as a plant metabolite. It is a conjugate base of a 1,3-dicaffeoylquinic acid. C1[C@H]([C@@H]([C@@H](C[C@]1(C(=O)[O-])OC(=O)/C=C/C2=CC(=C(C=C2)O)O)OC(=O)/C=C/C3=CC(=C(C=C3)O)O)O)O